1-(3-cyano-4,6-bis(trifluoromethyl)pyridin-2-yl)-N-(3,4-difluorophenyl)-N-ethyl-1H-pyrrole-2-carboxamide C(#N)C=1C(=NC(=CC1C(F)(F)F)C(F)(F)F)N1C(=CC=C1)C(=O)N(CC)C1=CC(=C(C=C1)F)F